C(CCCCC)C1=C(C(=O)O)C(=CC(=C1)O)O 2-hexyl-4,6-dihydroxybenzoic acid